N-(1-cyclopropyl-2-oxo-1,2-dihydropyridin-3-yl)-6-isopropoxy-2-((1R,4R)-1-methyl-2-oxabicyclo[2.2.1]hept-4-yl)-2H-pyrazolo[3,4-b]pyridine-5-carboxamide C1(CC1)N1C(C(=CC=C1)NC(=O)C1=CC=2C(N=C1OC(C)C)=NN(C2)[C@]21CO[C@](CC2)(C1)C)=O